N-methyl-2-tetrahydropyran-4-yl-5-[[6-(trifluoromethyl)pyridine-2-carbonyl]amino]pyrazolo[1,5-a]pyridine-6-carboxamide CNC(=O)C=1C(=CC=2N(C1)N=C(C2)C2CCOCC2)NC(=O)C2=NC(=CC=C2)C(F)(F)F